N1CC(C1)OC1=C(C=C(C=C1C#N)C(C)(C)C1=CC=C(OCC2=NC(=NC=C2)N(S(=O)(=O)C)CC2=CC=C(C=C2)OC)C=C1)Cl N-[4-[[4-[1-[4-(azetidin-3-yloxy)-3-chloro-5-cyano-phenyl]-1-methyl-ethyl]phenoxy]methyl]pyrimidin-2-yl]-N-[(4-methoxyphenyl)methyl]methanesulfonamide